C(C)(C)C=1C=2N(C=CC1)N=C(C2)[C@H]2N(CCC1=C2N=CN1)C=1OC(=NN1)C=1C(=NC=CC1)C (S)-2-(4-(4-isopropylpyrazolo[1,5-a]pyridin-2-yl)-1,4,6,7-tetrahydro-5H-imidazo[4,5-c]pyridin-5-yl)-5-(2-methylpyridin-3-yl)-1,3,4-oxadiazole